(S)-2-amino-2-mesitylethan-1-ol N[C@H](CO)C1=C(C=C(C=C1C)C)C